3-(8-Amino-6-(trifluoromethyl)imidazo[1,2-a]pyrazin-3-yl)-N-(3-(2-hydroxypropan-2-yl)bicyclo[1.1.1]pentan-1-yl)-4-methylbenzenesulfonamide trifluoroacetate salt FC(C(=O)O)(F)F.NC=1C=2N(C=C(N1)C(F)(F)F)C(=CN2)C=2C=C(C=CC2C)S(=O)(=O)NC21CC(C2)(C1)C(C)(C)O